CC1=C(C(=O)C2=CC(=C(C=C2)C)C)C=CC=C1C 2,3',3,4'-tetramethyl-benzophenone